9-chloro-4-oxo-7-(trifluoromethyl)-4H-pyrido[1,2-a]pyrimidin-2-yl triflate O(S(=O)(=O)C(F)(F)F)C=1N=C2N(C(C1)=O)C=C(C=C2Cl)C(F)(F)F